(R)-(2-(6-(2-ethyl-5-fluoro-4-hydroxyphenyl)-1H-indazol-3-yl)-4,6-dihydropyrrolo[3,4-d]imidazol-5(1H)-yl)(3-hydroxylpyrrolidin-1-yl)ketone C(C)C1=C(C=C(C(=C1)O)F)C1=CC=C2C(=NNC2=C1)C1=NC2=C(N1)CN(C2)[C@@H]2N(CCC2O)C(=O)N2[C@H](C(CC2)O)N2CC=1NC(=NC1C2)C2=NNC1=CC(=CC=C21)C2=C(C=C(C(=C2)F)O)CC